ClC1=C(OC2=CC=C(C=N2)N2CCC3([C@@H](C=4N(N=CC4)C3)N)CC2)C=CC=C1Cl (S)-1-(6-(2,3-dichlorophenoxy)pyridin-3-yl)-4'H,6'H-spiro[piperidine-4,5'-pyrrolo[1,2-b]pyrazole]-4'-amine